CC1=C(C(=CC=C1)C)C1=NC=2NS(C=3C=CC=C(C(NC[C@@H](OC(=C1)N2)CO)=O)C3)(=O)=O (10R)-6-(2,6-dimethylphenyl)-10-(hydroxymethyl)-2,2-dioxo-9-oxa-2λ6-thia-3,5,12,19-tetrazatricyclo[12.3.1.14,8]nonadeca-1(18),4(19),5,7,14,16-hexaen-13-one